COC(C(=O)N(C(C)C1=NC=CC=C1F)CC1=CC2=C(N=CS2)C=C1)=O 2-((Benzo[d]thiazol-6-ylmethyl)(1-(3-fluoropyridin-2-yl)ethyl)amino)-2-oxoacetic acid methyl ester